N-(benzo[d][1,3]dioxol-5-yl)-2-(N-methyl-N-phenylsulfamoyl)benzamide O1COC2=C1C=CC(=C2)NC(C2=C(C=CC=C2)S(N(C2=CC=CC=C2)C)(=O)=O)=O